C(C=CCCCCCCC)=O 4E-Decenal